1-imidazolyl-1-(4'-chlorophenoxy)-3,3-dimethylbutan-2-one N1C(=NC=C1)C(C(C(C)(C)C)=O)OC1=CC=C(C=C1)Cl